1-(2-Hydroxyethyl)pseudouridine zinc [Zn].OCCN1C=C([C@H]2[C@H](O)[C@H](O)[C@@H](CO)O2)C(NC1=O)=O